2-[(2R)-1-acetylpyrrolidin-2-yl]-7-(trifluoromethyl)-3,5-dihydroimidazo[4,5-c]pyridin-4-one C(C)(=O)N1[C@H](CCC1)C1=NC2=C(C(NC=C2C(F)(F)F)=O)N1